6-chloro-4-[1-(3-fluoro-4-nitro-pyrazol-1-yl)-2-methoxy-ethyl]-3-methoxy-pyridazine ClC1=CC(=C(N=N1)OC)C(COC)N1N=C(C(=C1)[N+](=O)[O-])F